2-fluoro-N-((4-(4-(trifluoromethyl)phenyl)pyrido[2,3-d]pyrimidin-2-yl)methyl)acrylamide FC(C(=O)NCC=1N=C(C2=C(N1)N=CC=C2)C2=CC=C(C=C2)C(F)(F)F)=C